C(C)(=O)O.CC1=C(C(=O)C=2C=C3C=4C=C(C=CC4N(C3=CC2)CC)C(CCC)=NO)C=CC=C1 1-[6-(2-methylbenzoyl)-9-ethylcarbazol-3-yl]-butane-1-one-oxime acetate